FC(C=1C=NC(=NC1)N1CC=2N(CC1)N=C(N2)CO)(F)F (7-(5-(trifluoromethyl)pyrimidin-2-yl)-5,6,7,8-tetrahydro-[1,2,4]triazolo[1,5-a]pyrazin-2-yl)methanol